4-((triisopropylsilyl)methyl)-5,6,7,8-tetrahydrophthalazin-1-ol C(C)(C)[Si](C(C)C)(C(C)C)CC1=NN=C(C=2CCCCC12)O